2,5-dioxopyrrolidin-1-yl 2-(((benzyloxy)carbonyl)amino)-2-methylpropanoate C(C1=CC=CC=C1)OC(=O)NC(C(=O)ON1C(CCC1=O)=O)(C)C